3-[4-[1-[2-(3,3-difluoro-4-piperidinyl)acetyl]-4-piperidinyl]anilino]piperidine-2,6-dione hydrochloride Cl.FC1(CNCCC1CC(=O)N1CCC(CC1)C1=CC=C(NC2C(NC(CC2)=O)=O)C=C1)F